(S)-5-(1-((R)-3,3-difluorocyclopentyl)-5-(3,5-dimethylisoxazol-4-yl)-1H-benzo[d]imidazol-2-yl)pyrrolidin-2-one FC1(C[C@@H](CC1)N1C(=NC2=C1C=CC(=C2)C=2C(=NOC2C)C)[C@@H]2CCC(N2)=O)F